C(C)(C)(C)OC(=O)N1C(SC2=C1C=CC(=C2)C(=O)O)=O 3-(tert-butoxycarbonyl)-2-oxo-2,3-dihydrobenzo[d]thiazole-6-carboxylic acid